NC1CC(CC(C1)(CN)C)(C)C 1-Amino-3,3,5-trimethyl-5-aminomethyl-cyclohexan